N-([1,1'-biphenyl]-4-yl)-3-bromo-9,9-diphenyl-9H-fluoren-2-amine C1(=CC=C(C=C1)NC1=CC=2C(C3=CC=CC=C3C2C=C1Br)(C1=CC=CC=C1)C1=CC=CC=C1)C1=CC=CC=C1